((2S,4R,5R)-4-Acetoxy-5-(2-amino-8-oxo-7-(prop-2-yn-1-yl)-7,8-dihydro-9H-purin-9-yl)tetrahydrofuran-2-yl)methylacetat C(C)(=O)O[C@@H]1C[C@H](O[C@H]1N1C2=NC(=NC=C2N(C1=O)CC#C)N)COC(C)=O